C(C1=CC=CC=C1)O[C@]12[C@H](O[C@@H]3OC(O[C@@H]31)(C)C)C([C@H](C2)F)=C (3ar,4ar,6s,7ar,7br)-7a-(benzyloxy)-6-fluoro-2,2-dimethyl-5-methylenehexahydro-3aH-cyclopenta[4,5]furo[2,3-d][1,3]dioxol